[Ir](Cl)(Cl)Cl.C(=O)(O)C1=CC=C(C=C1)C=1C=CC(=NC1)C1=NC=C(C=C1)C1=CC=C(C=C1)C(=O)O (5,5'-bis(4-carboxy-phenyl)-2,2'-bipyridine) iridium (III) chloride